flavone oxonium bromide [Br-].[OH3+].O1C(=CC(=O)C2=CC=CC=C12)C1=CC=CC=C1